methyl 4-amino-3-chloro-5-methyl-6-(4-(trimethylsilyl) phenyl)-pyridine-2-carboxylate NC1=C(C(=NC(=C1C)C1=CC=C(C=C1)[Si](C)(C)C)C(=O)OC)Cl